FC(S(=O)(=O)[N-]S(=O)(=O)C(F)(F)F)(F)F.C(C1=CC=CC=C1)N1CN(C=C1)C 1-benzyl-3-methylimidazole-bis(trifluoromethylsulfonyl)amide salt